CC1=C(C=CC=C1C)N1CCN(CC1)C(CN1N=C(C=2CC(CCC12)F)C(=O)N1CCCC1)=O 1-(4-(2,3-Dimethylphenyl)piperazin-1-yl)-2-(5-fluoro-3-(pyrrolidin-1-carbonyl)-4,5,6,7-tetrahydro-1H-indazol-1-yl)ethanon